O1CCN(CCC1)C=O (1,4-oxaazepan-4-yl)methanone